4-tert-butylbenzylammonium iodide [I-].C(C)(C)(C)C1=CC=C(C[NH3+])C=C1